C(C)OC(C)N1N=CC(=C1)C=1C(=NNC1C)C 1'-(1-ethoxy-ethyl)-3,5-dimethyl-1H,1'H-[4,4']Bipyrazolyl